[1,4-bis(1-indenyl)phenyl]titanium dichloride [Cl-].[Cl-].C1(C=CC2=CC=CC=C12)C1(CC=C(C=C1)C1C=CC2=CC=CC=C12)[Ti+2]